methyl((thiazol-4-ylmethyl)imino)((6-(5-(trifluoromethyl)-1,2,4-oxadiazol-3-yl)imidazo[1,2-a]pyridin-2-yl)methyl)-λ6-sulfanone CS(=O)(CC=1N=C2N(C=C(C=C2)C2=NOC(=N2)C(F)(F)F)C1)=NCC=1N=CSC1